ClC=1C=CC2=C(N3C(=N2)[C@@H](C[C@@H]3C3=C(C=CC=C3C=C)OC(F)F)NC(OC(C)(C)C)=O)C1 tert-butyl {(1R,3R)-7-chloro-1-[2-(difluoromethoxy)-6-ethenylphenyl]-2,3-dihydro-1H-pyrrolo[1,2-a]benzimidazol-3-yl}carbamate